C(C)(C)N1N=CC=N1 2-isopropyl-2H-1,2,3-triazol